ClC1=CC(=C(C=N1)C(=O)OCC)N[C@@H]1CN(CC1)C(=O)OC(C)(C)C ethyl 6-chloro-4-[[(3S)-1-tert-butoxycarbonylpyrrolidin-3-yl]amino]pyridine-3-carboxylate